Cl.COC=1C=C(N)C=CC1OC 3,4-dimethoxyaniline HCl